C(N)(OC1=CC=C(C=C1)C1=NC(=C(C=C1)C(NC1=CC(=C(C=C1)C)C(F)(F)F)=O)Cl)=O [4-[6-chloro-5-[[4-methyl-3-(trifluoromethyl) phenyl]-carbamoyl]-2-pyridyl] phenyl] carbamate